(5-{5-[5-Fluoro-6-(2-methoxy-ethoxy)-1H-indazol-3-yl]-isoxazol-3-yl}-pyridin-2-yl)-((S)-2-hydroxymethyl-pyrrolidin-1-yl)-methanone FC=1C=C2C(=NNC2=CC1OCCOC)C1=CC(=NO1)C=1C=CC(=NC1)C(=O)N1[C@@H](CCC1)CO